ClC1=C(C(N(C=C1)C1CCN(CC1)S(=O)(=O)C)=O)C=O 4-chloro-1-(1-(methylsulfonyl)piperidin-4-yl)-2-oxo-1,2-dihydropyridine-3-carbaldehyde